OCCC1=CC=C(C=N1)NC(O[C@H](C)[C@H](C)OC1=CC2=C(N=C(S2)C2=C3N=CC(=NC3=CC(=C2)C)OCC)C=C1F)=O (2R,3S)-3-((2-(2-ethoxy-7-methylquinoxalin-5-yl)-5-fluorobenzo[d]thiazol-6-yl)oxy)butan-2-yl (6-(2-hydroxyethyl)pyridin-3-yl)carbamate